C(C)(=O)NC1=C(C=C(C=2CCCCC12)C(=O)OC)F Methyl 4-acetamido-3-fluoro-5,6,7,8-tetrahydronaphthalene-1-carboxylate